5-[4-amino-5-(trifluoromethyl)pyrrolo[2,1-f][1,2,4]triazin-7-yl]-N-[(3R,4S)-4-fluoro-1-(2-methylpyridine-4-carbonyl)pyrrolidin-3-yl]-2-methylbenzamide NC1=NC=NN2C1=C(C=C2C=2C=CC(=C(C(=O)N[C@@H]1CN(C[C@@H]1F)C(=O)C1=CC(=NC=C1)C)C2)C)C(F)(F)F